C(#C)C=1C(=C(C=CC1)C1=NC=CC(=N1)NC=1C(=NNC1)C1=NC2=C(N1)C=CC(=C2)CN2CCOCC2)F 2-(3-Ethynyl-2-fluorophenyl)-N-(3-(5-(morpholinomethyl)-1H-benzo[d]imidazol-2-yl)-1H-pyrazol-4-yl)pyrimidin-4-amine